(S)-5-(3-(dimethylamino)pyrrolidin-1-yl)pyridin-2-amine CN([C@@H]1CN(CC1)C=1C=CC(=NC1)N)C